C1(CC1)C=1N=NN(C1)[C@H](C(=O)N1[C@@H](C[C@H](C1)O)C(=O)NCCC1C(CCCC1)(F)F)C(C)(C)C (2S,4R)-1-[(2S)-2-(4-cyclopropyltriazol-1-yl)-3,3-dimethyl-butanoyl]-N-[2-(2,2-difluorocyclohexyl)ethyl]-4-hydroxy-pyrrolidine-2-carboxamide